acetamidine hydroiodic acid salt I.C(C)(=N)N